1-(3-Dimethylaminopropyl)-ethylcarbodiimide hydrochloride Cl.CN(CCCC(C)N=C=N)C